tert-Butyl-2-[4-bromo-5-fluoro-2-(4-ethoxy-4,5-dihydroisoxazol-3-yl)phenoxy]acetat C(C)(C)(C)OC(COC1=C(C=C(C(=C1)F)Br)C1=NOCC1OCC)=O